3-(3-oxo-2-pentyl)cyclopentyl malonate C(CC(=O)[O-])(=O)OC1CC(CC1)C(C)C(CC)=O